CN(C=1C=C2C(=NNC2=CC1)C1=NC2=CC=CC=C2C=C1)C N,N-dimethyl-3-(quinolin-2-yl)-1H-indazol-5-amine